(2,2-dimethoxyethyl)-1,4-dihydro-3-methoxy-4-oxo-2,5-pyridinedicarboxylic acid-2-methyl ester COC(=O)C=1N(C=C(C(C1OC)=O)C(=O)O)CC(OC)OC